N-[(2-chloropyrimidine-4-yl)methyl]-1-(3,5-dichlorophenyl)-3-methyl-5-oxopyrrolidine-3-carboxamide ClC1=NC=CC(=N1)CNC(=O)C1(CN(C(C1)=O)C1=CC(=CC(=C1)Cl)Cl)C